CN1N=C2C=CC(=CC2=C1)C(C(=O)OC(C)(C)C)C(=O)OC 1-(tert-butyl) 3-methyl 2-(2-methyl-2H-indazol-5-yl)malonate